C(C)N1N=C(C(=C1O)C=CC=C1C(N(N=C1C)CC)=O)C 2,4-dihydro-4-[3-(1-ethyl-5-hydroxy-3-methyl-1H-pyrazol-4-yl)-2-propen-1-ylidene]-2-ethyl-5-methyl-3H-pyrazol-3-one